2-pyridinylhydroxymethanesulfonic acid N1=C(C=CC=C1)C(S(=O)(=O)O)O